tert-butyl N-(2-{[4-(2,6-difluoro-4-{4-methoxy-6-[(2-methoxyethyl) amino] pyridin-3-ylamino} phenoxy)-6-methoxyquinolin-7-yl] oxy} ethyl)-N-methylcarbamate FC1=C(OC2=CC=NC3=CC(=C(C=C23)OC)OCCN(C(OC(C)(C)C)=O)C)C(=CC(=C1)NC=1C=NC(=CC1OC)NCCOC)F